(R)-tert-butyl (3-((2-(N,N-bis(4-methoxybenzyl)sulfamoyl)-4-iodo-3-(2-(4-methoxybenzyl)-2H-tetrazol-5-yl)phenyl)sulfonyl)-2-((tertbutyldimethylsilyl)oxy)propyl)carbamate COC1=CC=C(CN(S(=O)(=O)C2=C(C=CC(=C2C=2N=NN(N2)CC2=CC=C(C=C2)OC)I)S(=O)(=O)C[C@@H](CNC(OC(C)(C)C)=O)O[Si](C)(C)C(C)(C)C)CC2=CC=C(C=C2)OC)C=C1